C12OOCCC(CCC1)C2 dioxabicyclo[4.3.1]decane